CC1=C(CN2CCC(CC2)C(=O)OC)C(=CC(=C1)C1CN(C1)C1=CC=CC=C1)C methyl 1-(2,6-dimethyl-4-(1-phenylazetidin-3-yl)benzyl)piperidine-4-carboxylate